C(#N)C1=CC=C(C=C1)C=1N=C2C(=NC1)N=C(S2)NC(=O)C=2C=NC(=CC2C2=C(C=CC(=C2)C2CC2)OC)C N-(6-(4-cyanophenyl)thiazolo[4,5-b]pyrazin-2-yl)-4-(5-cyclopropyl-2-methoxyphenyl)-6-methylpyridine-3-carboxamide